6-chloro-4-fluoro-2,3,4,9-tetrahydro-1H-carbazole-1-carboxamide ClC=1C=C2C=3C(CCC(C3NC2=CC1)C(=O)N)F